C(C1=CC=CC=C1)OC=1C(=C(C#N)C=C(C1)S)F (Benzyloxy)-2-fluoro-5-mercaptobenzonitrile